(ethylaminomethyl)pyridine C(C)NCC1=NC=CC=C1